C(C1=CC=CC=C1)N(C(=O)O[C@@H](CCl)C1=CC=C(C=C1)F)CC1(CCNCC1)C R-2-chloro-1-(4-fluorophenyl)ethanol benzyl-((4-methylpiperidin-4-yl)methyl)carbamate